BrC=1C=C(C=C(C1OC[C@H](CCl)O)Br)C(C)(C)C1=CC=C(OC[C@H](CO)O)C=C1 (S)-3-(4-(2-(3,5-dibromo-4-((R)-3-chloro-2-hydroxypropoxy)phenyl)propan-2-yl)phenoxy)propane-1,2-diol